(S)-2-[2-(1,1-difluoropropyl)-4-nitrophenoxy]propionic acid FC(CC)(F)C1=C(O[C@H](C(=O)O)C)C=CC(=C1)[N+](=O)[O-]